5-bromo-o-anisic acid COC1=C(C=C(C=C1)Br)C(=O)O